4,7-di-n-butyloxynaphthyltetrahydrothiophenium trifluoromethanesulfonate FC(S(=O)(=O)[O-])(F)F.C(CCC)OC1=CC=C(C2=CC(=CC=C12)OCCCC)[S+]1CCCC1